IC1=C(C=C(C(=C1)I)N)N 4,6-diiodobenzene-1,3-diamine